C(C)S(=O)(=O)[O-].C(CN)N.[K+] potassium ethylenediamine ethanesulfonate